4-Oxo-4-(3-pyridyl)butanal O=C(CCC=O)C=1C=NC=CC1